4-{(3R,5aR,6R,7R,8aS)-6-[(1E,3S)-4-(3-chlorophenoxy)-3-hydroxy-1-buten-1-yl]-7-hydroxyoctahydro-2H-cyclopenta[b]oxepin-3-yl}butanoic acid ClC=1C=C(OC[C@H](/C=C/[C@H]2[C@@H](C[C@@H]3OC[C@@H](CC[C@@H]32)CCCC(=O)O)O)O)C=CC1